N-(3,3-difluoro-1-methylpiperidin-4-yl)-4-((3-(7-(((Z)-3-fluoro-1-methylpiperidin-4-yl)amino)-3-(2,2,2-trifluoroethyl)benzo[b]thiophen-2-yl)prop-2-yn-1-yl)amino)-3-methoxybenzamide FC1(CN(CCC1NC(C1=CC(=C(C=C1)NCC#CC1=C(C2=C(S1)C(=CC=C2)NC2C(CN(CC2)C)F)CC(F)(F)F)OC)=O)C)F